C(C)N(C(C1=C(C=CC(=C1)F)C1=CC(=CC=2N1C=NC2)[C@@H]2CN(CC2)CC2CCC(CC2)NS(=O)(=O)CC)=O)C(C)C N-ethyl-5-fluoro-N-isopropyl-2-{7-[(3R)-1-{[(1r,4r)-4-ethanesulfonamidocyclohexyl]methyl}pyrrolidin-3-yl]imidazo[1,5-a]pyridin-5-yl}benzamide